11-(4-Fluorobenzyl)-3-(4-methoxyphenyl)-11H-imidazo[1',2':1,2]pyrido[3,4-b]indole FC1=CC=C(CN2C3=C(C4=CC=CC=C24)C=CN2C3=NC=C2C2=CC=C(C=C2)OC)C=C1